7,8,9,10-tetrahydro-1H-6,10-methanoazepino[4,5-g]quinoxalin-2(6H)-one N1C(C=NC=2C=C3C(=CC12)C1CNCC3C1)=O